OC1=C(C(C)(C)C=2C=C(C=C(C2)C2=C(C=CC=C2)C2=CC=CC=3NN=NC32)C(C)(C)C3=CC=CC=C3)C=CC=C1 2-(2'-hydroxy-3',5'-dicumylphenyl)phenylbenzotriazole